CN1CCC2(C[C@@H]2C(=O)N[C@@H](CCCCCC(CC)=O)C=2NC(=CN2)C2=CC3=CN(N=C3C=C2)C)CC1 (S)-6-Methyl-N-((S)-1-(5-(2-methyl-2H-indazol-5-yl)-1H-imidazol-2-yl)-7-oxononyl)-6-azaspiro[2.5]octan-1-carboxamid